3-(5-methyl-2-piperidyl)Cyclopent-2-en-1-Ol CC1CCC(NC1)C1=CC(CC1)O